(ethyl)Oxazoline C(C)C=1OCCN1